eicosenyl alcohol C(=CCCCCCCCCCCCCCCCCCC)O